COC(C(CC1=CC=C(C=C1)N1N=CC(=C1)C1=CC(=CC(=C1)F)CNC(=O)OC(C)(C)C)NC(=O)OC(C)(C)C)=O.CC(CCC)NC(C(=C)C)=O N-2-pentyl-methacrylamide methyl-2-((tert-butoxycarbonyl)amino)-3-(4-(4-(3-(((tert-butoxycarbonyl)amino)methyl)-5-fluorophenyl)-1H-pyrazol-1-yl)phenyl)propanoate